FC1=CC=C2[C@H](N3C(C2=C1)=CN=C3)[C@H]3CCC=1C=CN=CC1[C@@H]3O (7R,8R)-7-((R)-8-fluoro-5H-imidazo[5,1-a]isoindol-5-yl)-5,6,7,8-tetrahydroisoquinolin-8-ol